F.CN(C(=O)NCCC)C N,N-dimethyl-propyl-urea hydrogen fluoride